5-(4-((1-(cyclopropylsulfonyl)cyclopropyl)methoxy)phenyl)-2-oxo-6-(trifluoromethyl)-1,2-dihydropyridine-3-carboxamide C1(CC1)S(=O)(=O)C1(CC1)COC1=CC=C(C=C1)C=1C=C(C(NC1C(F)(F)F)=O)C(=O)N